N-{1-[3-(1-hydroxycyclopropyl)phenyl]cyclopropyl}-1-methyl-6-(1H-pyrazol-4-yl)pyrrolo[2,3-b]pyridine-2-carboxamide OC1(CC1)C=1C=C(C=CC1)C1(CC1)NC(=O)C1=CC=2C(=NC(=CC2)C=2C=NNC2)N1C